5-(4-{2-[4-(3-bromophenyl)-3-oxopiperazin-1-yl]ethyl}piperidin-1-yl)-2-(2,6-dioxopiperidin-3-yl)-6-fluoroisoindole-1,3-dione BrC=1C=C(C=CC1)N1C(CN(CC1)CCC1CCN(CC1)C=1C=C2C(N(C(C2=CC1F)=O)C1C(NC(CC1)=O)=O)=O)=O